C12C(NC(C(C1)C2)=O)=O 3-azabicyclo[3.1.1]heptane-2,4-dione